7,9-dodecadien-1-yl acetate ((E,Z)-7,9-dodecadien-1-yl acetate) C(CCCCC\C=C\C=C/CC)CC(=O)O.C(C)(=O)OCCCCCCC=CC=CCC